CC1=CC2=C(C3=CC=CC=C3C=C2C=C1)OC(=O)OCCCCCCCCC 2-methyl-9-(n-nonyloxycarbonyloxy)anthracene